C(#N)C1=CN=C(C2=CC(=C(C=C12)OC)OC)N[C@H](C)C1=CC(=CS1)C1=C(CN(C(OC(C)(C)C)=O)C)C=CC=C1 tert-butyl (R)-(2-(5-(1-((4-cyano-6,7-dimethoxyisoquinolin-1-yl)amino)ethyl)thiophen-3-yl)benzyl)(methyl)carbamate